ClCCCCO (4-chloro)-1-butanol